C1(=CC=CC=C1)C(C1=CC=CC=C1)=NC=1C(=NN2C1N=C(C=C2C)N2C[C@H](N(CC2)C(=O)OC(C)(C)C)C)CC (R)-tert-butyl 4-(3-(diphenylmethyleneamino)-2-ethyl-7-methylpyrazolo[1,5-a]pyrimidin-5-yl)-2-methylpiperazine-1-carboxylate